OC1=C(C(=CC(=C1CN(C(OC)=O)C)CCCCC)O)C1=CC(=CC=C1)C methyl ((2,6-dihydroxy-3'-methyl-4-pentyl-[1,1'-biphenyl]-3-yl)methyl)(methyl)carbamate